C(C1=CC=CC=C1)S(=O)(=O)OCCOCCOCCC(=O)O 3-(2-(2-(toluenesulfonyloxy)ethoxy)ethoxy)propanoic acid